(1R)-6-Sulfamoyl-6-azaspiro[2.5]octane-1-carboxylic acid S(N)(=O)(=O)N1CCC2(C[C@H]2C(=O)O)CC1